sulfur heptadecene C=CCCCCCCCCCCCCCCC.[S]